BrC=1C=NN2C1N=C(C=C2)C2=CC=C(C(=O)OC(C)C)C=C2 isopropyl 4-(3-bromopyrazolo[1,5-a]pyrimidin-5-yl)benzoate